N-(7-(hydroxyamino)-7-oxoheptyl)-2-(methyl(phenyl)amino)pyrimidine ONC(CCCCCCN1C(N=CC=C1)N(C1=CC=CC=C1)C)=O